CC1(OCCCC1)C(=O)N1CCOC2=C(C1)C=NC=C2C#N 4-(2-methyltetra-hydropyran-2-carbonyl)-3,5-dihydro-2H-pyrido[3,4-f][1,4]oxazepine-9-carbonitrile